4-(1-(4,4-difluorocyclohexyl)-5-(3,5-dimethylisoxazol-4-yl)-1H-pyrrolo[2,3-b]pyridin-3-yl)-3-(trifluoromethoxy)benzoic acid FC1(CCC(CC1)N1C=C(C=2C1=NC=C(C2)C=2C(=NOC2C)C)C2=C(C=C(C(=O)O)C=C2)OC(F)(F)F)F